1-(2-methoxyphenyl)cyclopropane COC1=C(C=CC=C1)C1CC1